O[C@]1(CC[C@@H]2[C@@]([C@H]3CC[C@@]4([C@H](CCC[C@H]4[C@@H]3CC2)C(CN2N=CC(=C2)C#N)=O)C)(CC1)C)C 1-(2-((1S,4aS,4bR,6aR,9S,11aS,11bS,13aS)-9-hydroxy-9,11a,13a-trimethyloctadecahydro-1H-cyclohepta[a]phenanthren-1-yl)-2-oxoethyl)-1H-pyrazole-4-carbonitrile